6-(5-norbornen-2-ylcarbonyloxy)hexylphosphonic acid diethylester C(C)OP(OCC)(=O)CCCCCCOC(=O)C1C2C=CC(C1)C2